1-(5-chloro-1H-indol-7-yl)-4-methyl-piperazin-2-one ClC=1C=C2C=CNC2=C(C1)N1C(CN(CC1)C)=O